C(CCCCC(C)C)OC(CSCC1=CC(=C(C(=C1)C(C)(C)C)O)C(C)(C)C)=O Isooctyl-3,5-di-tert-butyl-4-hydroxybenzylmercaptoacetat